2-(3,5-Dimethyl-heptyl)-phenol CC(CCC1=C(C=CC=C1)O)CC(CC)C